5-(4-bromothiophen-2-yl)-3-fluoro-2-hydroxybenzaldehyde BrC=1C=C(SC1)C=1C=C(C(=C(C=O)C1)O)F